COC=1C=C(C=C(C1)OC)C(N1CCN(CC1)C)C1=NN=NN1CCC1=CC=CC=C1 1-((3,5-dimethoxyphenyl)(1-phenethyl-1H-tetrazol-5-yl)methyl)-4-methylpiperazine